N-(8-chloro-7-fluoro-6-iodoisoquinolin-3-yl)cyclopropanecarboxamide ClC=1C(=C(C=C2C=C(N=CC12)NC(=O)C1CC1)I)F